[6-[(3-tert-butyl-1,2,4-oxadiazol-5-yl)methyl]-2,6-diazaspiro[3.3]heptan-2-yl]-[6-(3-cyclopropyl-1,2,4-triazol-1-yl)-2-azaspiro[3.3]heptan-2-yl]methanone C(C)(C)(C)C1=NOC(=N1)CN1CC2(CN(C2)C(=O)N2CC3(C2)CC(C3)N3N=C(N=C3)C3CC3)C1